(6E,9E,13E)-2,10,13-trimethyl-6-(prop-1-en-2-yl)pentadecan-1,3,9,13-tetraene CC(=C)C=CCC(CC\C=C(\CC\C(=C\C)\C)/C)C(=C)C